CC(CCN)(C)N 3-methyl-1,3-butanediamine